ClC=1C=C(C=C(C1OCCCCl)Cl)NC1=CC=C(OCC(CN(C(OC(C)(C)C)=O)S(=O)(=O)C)=C)C=C1 tert-butyl (2-((4-((3,5-dichloro-4-(3-chloropropoxy)phenyl)amino) phenoxy)methyl)allyl)(methylsulfonyl)carbamate